ethyl 4-((2-(2-(1H-1,2,4-triazol-1-yl)ethoxy)phenyl) amino)benzoate N1(N=CN=C1)CCOC1=C(C=CC=C1)NC1=CC=C(C(=O)OCC)C=C1